4-(5-(3-ethyl-4-(2-(piperidin-4-yl)ethoxy)phenyl)-8-oxo-6-thioxo-5,7-diazaspiro[3.4]octan-7-yl)-2-(trifluoromethyl)benzonitrile C(C)C=1C=C(C=CC1OCCC1CCNCC1)N1C2(CCC2)C(N(C1=S)C1=CC(=C(C#N)C=C1)C(F)(F)F)=O